O1C(C1)CCCCCC(=O)OCC1=CC=CC=C1 benzyl 6-(2-oxiranyl)hexanoate